C(C)(C)(C)OC(=O)N1C[C@@H](CC1)N.C(C)(C)(C)C1=CC(CC(C1)CC1=C(C=C(C=C1)F)Cl)C(C)(C)C 2,6-di-tert-butyl-4-(2-chloro-4-fluorobenzyl)cyclohexene t-butyl-(R)-3-aminopyrrolidin-1-carboxylate